methyl (Z)-2-azido-3-(1-methyl-2-oxo-1,2-dihydropyridin-3-yl)acrylate N(=[N+]=[N-])\C(\C(=O)OC)=C/C=1C(N(C=CC1)C)=O